[Li].FOS(=O)(=O)F (difluorosulfonic acid) Lithium